(4-fluorotetrahydro-2H-pyran-4-yl)methylamine FC1(CCOCC1)CN